FC([C@H](N)C=1NC=C(N1)CC1=CC=NC=C1)(F)F |r| (rac)-2,2,2-trifluoro-1-(4-(pyridin-4-ylmethyl)-1H-imidazol-2-yl)ethan-1-amine